tert-butyl ((R)-1-(4-(((S)-3-((3-fluoro-5-methylbenzyl)amino)-4-oxo-4,6,7,8-tetrahydropyrrolo[1,2-a]pyrazine-6-carboxamido)methyl)phenyl)ethyl)carbamate FC=1C=C(CNC2=NC=C3N(C2=O)[C@@H](CC3)C(=O)NCC3=CC=C(C=C3)[C@@H](C)NC(OC(C)(C)C)=O)C=C(C1)C